C1=C(O[C@H]([C@@H]([C@H]1O)OS(=O)(=O)O)O[C@@H]2[C@H](O[C@@H]([C@@H]([C@H]2O)NS(=O)(=O)O)O[C@H]3[C@@H]([C@H]([C@@H](O[C@H]3C(=O)O)O[C@@H]4[C@H](O[C@@H]([C@@H]([C@H]4O)NS(=O)(=O)O)O[C@H]5[C@@H]([C@H]([C@@H](O[C@H]5C(=O)O)O[C@@H]6[C@H](O[C@@H]([C@@H]([C@H]6O)NS(=O)(=O)O)O)COS(=O)(=O)O)OS(=O)(=O)O)O)COS(=O)(=O)O)OS(=O)(=O)O)O)COS(=O)(=O)O)C(=O)O The molecule is a heparin hexasaccharide consisting of 4-deoxy-2-O-sulfo-L-threo-hex-4-enopyranuronosyl, 2-deoxy-6-O-sulfo-2-(sulfoamino)-D-glucopyranosyl, 2-O-sulfo-L-idopyranuronosyl, 2-deoxy-6-O-sulfo-2-(sulfoamino)-D-glucopyranosyl, 2-O-sulfo-L-idopyranuronosyl, and 2-deoxy-6-O-sulfo-2-(sulfoamino)-D-glucopyranose joined in sequence by alpha-(1->4) linkages. Sequence: DUAp2S(1-4)-a-D-GlcNpS6S (1-4)-a-L-IdoAp2S(1-4)-a-D-GlcNpS6S(1-4)-a-L-IdoAp2S(1-4)-a-D-GlcNpS6S. It is a heparin hexasaccharide, an oligosaccharide sulfate and an amino hexasaccharide.